C(C=C)OS(=O)OCC=C di-allylsulphite